ClC=1C=C(C=C(C1)NS(=O)(=O)C)NC(=O)C1CN(C(C1)C1=NC=C(C=C1F)O[C@@H]1CN(CC1)C)C N-(3-chloro-5-methanesulfonamidophenyl)-5-(3-fluoro-5-{[(3S)-1-methylpyrrolidin-3-yl]oxy}pyridin-2-yl)-1-methylpyrrolidin-3-carboxamide